CN(C1=CC=C(C=C1)C=C(C#N)C(=O)C1CCNC1)C [4-(dimethylamino)phenyl]-2-(pyrrolidine-4-carbonyl)prop-2-enenitrile